(R)-3-(3-chloro-4-fluorophenyl)-1-(1-(6,7-difluoro-1-oxo-1,2-dihydroisoquinolin-4-yl)ethyl)-1-(3-hydroxypropyl)urea ClC=1C=C(C=CC1F)NC(N(CCCO)[C@H](C)C1=CNC(C2=CC(=C(C=C12)F)F)=O)=O